4-oxo-1,4-dihydroquinolin-3-carboxylic acid O=C1C(=CNC2=CC=CC=C12)C(=O)O